carbamoyl-methyl-pyridinium chloride [Cl-].C(N)(=O)C1=[N+](C=CC=C1)C